3-(piperidin-1-yl)propan-1-amine N1(CCCCC1)CCCN